2,2'-azodi(2,4-dimethyl-valeronitrile) N(=NC(C#N)(CC(C)C)C)C(C#N)(CC(C)C)C